C(C1=CC=CC=C1)OC1=CC(=NC2=CC=NC(=C12)N=S(=O)(C)C)C1=C(C=C(C(=C1)F)C(F)(F)F)OC1=C(C(=C(C=C1)F)F)OC [4-benzyloxy-2-[2-(3,4-difluoro-2-methoxy-phenoxy)-5-fluoro-4-(trifluoromethyl)phenyl]-1,6-naphthyridin-5-yl]imino-dimethyl-oxo-λ6-sulfane